CC1=CC(=NN1C=1C=C2C=CN(C2=CC1)CC1=CC=C(C=C1)C1CCN(CCC1)C)C(=O)N 5-Methyl-1-(1-(4-(1-methylazepan-4-yl)benzyl)-1H-indol-5-yl)-1H-pyrazol-3-carboxamid